ClC=1N=C(C2=C(N1)C=C(S2)CN2CCC(CC2)N(C)C)N2CCOCC2 1-((2-chloro-4-morpholinothieno[3,2-d]pyrimidin-6-yl)methyl)-N,N-dimethylpiperidin-4-amine